3-[(4-Fluorophenoxy)methyl]-4-methyl-2-[6-methyl-3-(2H-1,2,3-triazol-2-yl)pyrazin-2-carbonyl]-2-azabicyclo[3.1.1]heptan FC1=CC=C(OCC2N(C3CC(C2C)C3)C(=O)C3=NC(=CN=C3N3N=CC=N3)C)C=C1